CSC=1N=NN(N1)CC1=CC=C(C=C1)C=C 5-methylthio-2-(4-vinylbenzyl)-2H-tetrazole